C(C)(C)(C)OC(=O)N1CCCCC1 N-tert-butoxycarbonylpiperidin